((isopropylamino)methyl)biphenyl C(C)(C)NCC1=C(C=CC=C1)C1=CC=CC=C1